FC=1C=C(C#N)C=C(C1)NC=1C=NN(C1)C([2H])([2H])[2H] 3-fluoro-5-((1-(methyl-d3)-1H-pyrazol-4-yl)amino)benzonitrile